OC(CCC)S(=O)(=O)[O-].C(C=C)(=O)O.[Na+] sodium acrylate hydroxybutanesulfonate